CC1C(=O)NCCCC1 e-methyl-e-caprolactam